((4-(2-(5-chloropyridin-2-yl)-2-methylbenzo[d][1,3]dioxolan-4-yl)piperidin-1-yl)methyl)-4-(difluoromethoxy)-1-(((S)-oxetan-2-yl)methyl)-1H-benzimidazole-6-carboxylic acid ClC=1C=CC(=NC1)C1(OC2=C(O1)C=CC=C2C2CCN(CC2)CC2=NC1=C(N2C[C@H]2OCC2)C=C(C=C1OC(F)F)C(=O)O)C